(2R)-2-amino-2-(1-fluorocyclopropyl)ethanol N[C@H](CO)C1(CC1)F